2-(4-chloro-2-fluorobenzyl)-6-(piperidin-4-yloxy)pyridine hydrochloride Cl.ClC1=CC(=C(CC2=NC(=CC=C2)OC2CCNCC2)C=C1)F